1,1-bis(methoxymethyl)-1H-benzindene COCC1(C=CC2=CC=C3C(=C12)C=CC=C3)COC